(Z)-3-methyl-4-((5-(piperidin-1-yl)thiophen-2-yl)methylene)isoxazol-5(4H)-one CC/1=NOC(\C1=C/C=1SC(=CC1)N1CCCCC1)=O